Palmitoylcoenzyme A lithium salt [Li].C(CCCCCCCCCCCCCCC)(=O)SCCNC(CCNC([C@@H](C(COP(OP(OC[C@@H]1[C@H]([C@H]([C@@H](O1)N1C=NC=2C(N)=NC=NC12)O)OP(=O)(O)O)(=O)O)(=O)O)(C)C)O)=O)=O